32-(((9H-fluoren-9-yl)methoxy)carbonylamino)-23-(tert-butoxycarbonyl)-5-isopropyl-2,2-dimethyl-4,7,21,26-tetraoxo-3-oxa-15-thia-6,22,27-triazatritriacontane-33-oic acid C1=CC=CC=2C3=CC=CC=C3C(C12)COC(=O)NC(CCCCNC(CCC(NC(CCCCCSCCCCCCCC(NC(C(OC(C)(C)C)=O)C(C)C)=O)=O)C(=O)OC(C)(C)C)=O)C(=O)O